lithium hydroxy propionate C(CC)(=O)OO.[Li]